C1C=CC2=CC=CC=C12 1H-Indene